C(C)C(=O)C Ethyl-Methyl Ketone